tert-butyl 6-(5-methyl-3-((trans)-1-methyl-2-oxooctahydro-5H-pyrrolo[3,2-c]pyridin-5-yl)-1H-pyrazol-1-yl)-2-azaspiro[3.3]heptane-2-carboxylate CC1=CC(=NN1C1CC2(CN(C2)C(=O)OC(C)(C)C)C1)N1C[C@H]2[C@H](CC1)N(C(C2)=O)C